[Br-].COC1=C(C=C(C2=CC=CC=C12)OC)C(C[N+]1=CN(C=C1)C)=O 3-(2-(1,4-dimethoxynaphthalen-2-yl)-2-oxoethyl)-1-methyl-1H-imidazol-3-ium bromide